2,5-dimethyl-2,5-hexanediol diacrylate C(C=C)(=O)OC(C)(CCC(C)(OC(C=C)=O)C)C